(2R)-3-methyl-2-[3-[[3-(4-piperidylmethyl)azetidin-1-yl]isoxazol-5-yl]butanoyl]-N-[(1S)-1-[4-(2-methylpyrazol-3-yl)phenyl]ethyl]pyrrolidine-2-carboxamide CC1[C@](NCC1)(C(=O)N[C@@H](C)C1=CC=C(C=C1)C=1N(N=CC1)C)C(CC(C)C1=CC(=NO1)N1CC(C1)CC1CCNCC1)=O